C(#N)N=S(=O)(NC(NC1=C2CCCC2=CC=2CCCC12)=O)\C=C\CN(C1COC1)C (E)-N'-cyano-N-((1,2,3,5,6,7-hexahydro-s-indacen-4-yl)carbamoyl)-3-(methyl(oxetan-3-yl)amino)prop-1-ene-1-sulfonimidamide